OC=1C=C(C#N)C=CC1O.[Li].[Li] dilithium 3,4-dihydroxybenzonitrile